NC1=CC=C(C=C1)S(=O)CCCCCCN(C(OC(C)(C)C)=O)C(=O)OC(C)(C)C tert-butyl (6-((4-aminophenyl)sulfinyl)hexyl)(tert-butoxycarbonyl)carbamate